C(C)(C)(C)OC(=O)NCCCCOCC1C[C@H](N(C1)C(CNC(=O)C=1C=CC=2SC3=CC=CC=C3OC2C1)=O)C(=O)O (2S)-4-((4-((tert-butoxycarbonyl)amino)butoxy)methyl)-1-((phenoxathiine-3-carbonyl)glycyl)pyrrolidine-2-carboxylic acid